NC=1C=CC(=C(C(=O)NC(C2=CC=CC3=CC=CC=C23)C#N)C1)C 5-Amino-N-(cyano(naphthalen-1-yl)methyl)-2-methylbenzamide